tert-butyl 7,10-dimethyl-5-oxo-8-(((trifluoromethyl)sulfonyl)oxy)-1,5-dihydro-2H-chromeno[3,4-c]pyridine-3(4H)-carboxylate CC1=C(C=C(C2=C1OC(C=1CN(CCC12)C(=O)OC(C)(C)C)=O)C)OS(=O)(=O)C(F)(F)F